(2-(2,5-dioxo-2,5-dihydro-1H-pyrrol-1-yl)ethyl)succinimide O=C1N(C(C=C1)=O)CCC1C(=O)NC(C1)=O